C(#N)C1=NC2=CC=CC=C2C=C1O[C@@H]1C[C@@H](N(C1)CC1=CN=C(S1)NC(C)=O)C N-(5-(((2S,4R)-4-((2-cyanoquinolin-3-yl)oxy)-2-methylpyrrolidin-1-yl)methyl)thiazol-2-yl)acetamide